5-(trifluoromethyl)-1H-pyridine FC(C=1C=CCNC1)(F)F